ClC1=C(C(=NC=C1)N)N chloropyridine-2,3-diamine